CN1C(=NN=C1)C1(CC2(CC2)C1)C=1C=C(C=CC1)N1C(C2=CC(=CC(=C2C1)C(F)(F)F)C(C)(C)N1C[C@H](OCC1)C)=O (R)-2-(3-(5-(4-methyl-4H-1,2,4-triazol-3-yl)spiro[2.3]hexan-5-yl)phenyl)-6-(2-(2-methylmorpholinyl)propan-2-yl)-4-(trifluoromethyl)isoindolin-1-one